ClC1=NC(=NC=C1C(F)(F)F)C#CC(C)(O)C 4-(4-chloro-5-(trifluoromethyl)pyrimidin-2-yl)-2-methylbutan-3-yn-2-ol